CC1(OC2C(O1)CCC2O)C 2,2-dimethyl-tetrahydro-3aH-cyclopenta[d][1,3]dioxol-4-ol